C(C)(C)(C)OC(=O)NC(C(=O)O)[C@H]1CCC2=C(C=C(C=C12)F)F 2-(tert-butoxycarbonylamino)-2-[(1S)-4,6-difluoroindan-1-yl]acetic acid